3-[(3S)-3-aminopyrrolidin-1-yl]-5-fluoro-xanthen-9-one N[C@@H]1CN(CC1)C=1C=CC=2C(C3=CC=CC(=C3OC2C1)F)=O